ClC=1C=C2C(=NC(=NC2=C(C1C1=CC=CC2=C1N=C(S2)N)F)N[C@@H]2CC1=C(N=CS1)CC2)N2CCNCC2 4-[6-chloro-8-fluoro-4-piperazin-1-yl-2-[[(6S)-4,5,6,7-tetrahydro-1,3-benzothiazol-6-yl]amino]quinazolin-7-yl]-1,3-benzothiazol-2-amine